ethyl 1-(2-bromoethyl)-1H-pyrrolo[3,2-b]pyridine-2-carboxylate BrCCN1C(=CC2=NC=CC=C21)C(=O)OCC